FC1=C(C=C(C=C1)OCC(C)(C)O)C1=CC(=NC=C1)N1CCC(CC1)C=O (1-(4-(2-fluoro-5-(2-hydroxy-2-methylpropyloxy)phenyl)pyridin-2-yl)piperidin-4-yl)methanone